C(C1=CC=CC=C1)OC(=O)N1C(CNCC1)C=1C2=C(N=C(N1)Cl)C=CN2 (2-chloro-5H-pyrrolo[3,2-d]pyrimidin-4-yl)piperazine-1-carboxylic acid benzyl ester